tert-butyl (R)-4-(3-(2,6-bis(benzyloxy)pyridin-3-yl)-1-methyl-1H-indazol-7-yl)-3-(trifluoromethyl)piperazine-1-carboxylate C(C1=CC=CC=C1)OC1=NC(=CC=C1C1=NN(C2=C(C=CC=C12)N1[C@H](CN(CC1)C(=O)OC(C)(C)C)C(F)(F)F)C)OCC1=CC=CC=C1